beta-phenethyl alcohol C1=CC=C(C=C1)CCO